N1=C(C=CC=C1)N1N=C(N=C1)C=1C(=NC=CN1)C(C)NC(C1=CC(=CC(=C1)C(F)(F)F)C(F)(F)F)=O N-[1-[3-[1-(2-pyridyl)-1,2,4-triazol-3-yl]pyrazin-2-yl]ethyl]-3,5-bis(trifluoromethyl)benzamide